[3-(2,2,2-trifluoroethoxy)phenyl]methanol FC(COC=1C=C(C=CC1)CO)(F)F